FC=1C=C(COC=2C=C3N(C(N2)=O)CC2N3CCNC2)C=CC1F 7-((3,4-difluorobenzyl)oxy)-3,4,11,11a-tetrahydro-1H-pyrazino[1',2':3,4]imidazo[1,2-c]pyrimidin-9(2H)-one